6-[1-(azetidin-3-yl)pyrazol-4-yl]-8-({4-[1-cyclopropyl-4-(trifluoromethyl)imidazol-2-yl]phenyl}methyl)-2-(4-cyclopropyl-6-methoxypyrimidin-5-yl)pyrido[2,3-d]pyrimidin-7-one N1CC(C1)N1N=CC(=C1)C1=CC2=C(N=C(N=C2)C=2C(=NC=NC2OC)C2CC2)N(C1=O)CC1=CC=C(C=C1)C=1N(C=C(N1)C(F)(F)F)C1CC1